CN1N=CC(=C1)NC1=NC=C(C(=N1)NCC1=C(C=CC=C1)C)C(=O)N 2-((1-methyl-1H-pyrazol-4-yl)amino)-4-((2-methylbenzyl)amino)pyrimidin-5-carboxamide